C\C(=C/C(=O)O)\C=C\C=C(\C)/C1=CC=2C(CCC(C2C=C1OCCC)(C)C)(C)C (2E,4E,6Z)-3-methyl-7-(5,5,8,8-tetramethyl-3-propoxy-6,7-dihydronaphthalen-2-yl)octa-2,4,6-trienoic acid